[C@H]([C@@H]([C@@H](C(=O)O)O)O)([C@H](C(=O)O)O)O The molecule is the D-enantiomer of glucaric acid. It has a role as an antineoplastic agent. It is a conjugate acid of a D-glucarate(1-). It is an enantiomer of a L-glucaric acid.